(S)-2-fluoro-1-(3-fluorophenyl)ethyl (4-(5-((methoxycarbonyl) amino)pyridin-2-yl)-1-methyl-1H-1,2,3-triazol-5-yl)carbamate COC(=O)NC=1C=CC(=NC1)C=1N=NN(C1NC(O[C@H](CF)C1=CC(=CC=C1)F)=O)C